1,1,1,3,3,3-hexafluoropropan-2-yl 1-((2-acetyl-1,2,3,4-tetrahydroisoquinolin-8-yl) methyl)-1,8-diazaspiro[4.5]decane-8-carboxylate C(C)(=O)N1CC2=C(C=CC=C2CC1)CN1CCCC12CCN(CC2)C(=O)OC(C(F)(F)F)C(F)(F)F